3-isopropylcyclohexane-1,2-dicarboxylic acid disodium salt [Na+].[Na+].C(C)(C)C1C(C(CCC1)C(=O)[O-])C(=O)[O-]